CCCOC1=C(C=CC(=C1)C(F)(F)F)OC2C[C@H]3CCC[C@@H](C2)N3OC4=NC=C(C=C4)C(F)(F)F (3-endo)-3-[2-propoxy-4-(trifluoromethyl)phenoxy]-9-[[5-(trifluoromethyl)-2-pyridinyl]oxy]-9-azabicyclo[3.3.1]nonane